C1(=CC=CC2=CC=CC=C12)CC1=NNC(=C1)C(=O)O 3-(naphthalen-1-ylmethyl)-1H-pyrazole-5-carboxylic acid